ClC=1C=CC=C2C=CC(=NC12)NC1=CC=C(C=C1)SC1CC1 8-chloro-N-(4-(cyclopropylthio)phenyl)quinolin-2-amine